5-(2,3-DIOXO-2,3-DIHYDRO-1H-INDOL-5-YL)-2-THIOPHENECARBALDEHYDE O=C1NC2=CC=C(C=C2C1=O)C1=CC=C(S1)C=O